C(C)(=O)OC(CC=CCC)=O 3-hexenoyl acetate